C12[C@@H](CC(C=C1)C2)CNC(CN2N=C(C=CC2=O)C2=CC=C(C=C2)OC)=O N-(((2R)-bicyclo[2.2.1]hept-5-en-2-yl)methyl)-2-(3-(4-methoxyphenyl)-6-oxopyridazin-1(6H)-yl)acetamide